Cl.Cl.N[C@H](CNC(=O)C=1NC2=CC(=CC=C2C1)C1=CC=C(C=C1)[N+](=O)[O-])CCCN (S)-N-(2,5-diaminopentyl)-6-(4-nitrophenyl)-1H-indole-2-carboxamide dihydrochloride